Nonyltrimethyl-ammonium chloride [Cl-].C(CCCCCCCC)[N+](C)(C)C